COCC(C)(C)C1(NC(NC1=O)=O)C1=CC=C(C(=O)O)C=C1 4-[4-(2-methoxy-1,1-dimethylethyl)-2,5-dioxoimidazolidin-4-yl]benzoic acid